(4-phenylbutyl)-piperidine C1(=CC=CC=C1)CCCCN1CCCCC1